FC(C(=O)O)(F)F.FC(C(=O)O)(F)F.C1NCC12CC(C2)COC=2C(C=C(OC2)CN2CC1=CC=CC=C1CC2)=O 5-((2-Azaspiro[3.3]-heptan-6-yl)methoxy)-2-((3,4-dihydro-isoquinolin-2(1H)-yl)-methyl)-4H-pyran-4-one bis-trifluoroacetate